OC(CN1CCC(CC1)NC1=C2C=C(N(C2=CC=C1)CC(F)(F)F)C#CCNC1=C(C=C(C(=O)O)C=C1)OC)COC 4-{[3-(4-{[1-(2-hydroxy-3-methoxypropyl)piperidin-4-yl]amino}-1-(2,2,2-trifluoroethyl)-1H-indol-2-yl)prop-2-yn-1-yl]amino}-3-methoxybenzoic acid